C(CCCCCCCCCCCCCCCCC)OC=1C=C(CCC(=O)[O-])C=C(C1OCCCCCCCCCCCCCCCCCC)OCCCCCCCCCCCCCCCCCC 3,4,5-tris(octadecyloxy)benzylacetate